N-((4-methoxyphenyl)carbamothioyl)adamantane-1-carboxamide COC1=CC=C(C=C1)NC(=S)NC(=O)C12CC3CC(CC(C1)C3)C2